1-(3,3-Difluoroazetidin-1-yl)-2-[6-[2-methyl-3-(trifluoromethyl)phenyl]pyrazolo[4,3-b]pyridin-1-yl]ethanone FC1(CN(C1)C(CN1N=CC2=NC=C(C=C21)C2=C(C(=CC=C2)C(F)(F)F)C)=O)F